Cl.FC1=C(C=C(C=C1)C1(CC(C1)N)N)C(F)(F)F 1-(4-fluoro-3-(trifluoromethyl)phenyl)cyclobutane-1,3-diamine hydrochloride